(1-{2,6-difluoro-4-[4-(3-methoxy-propoxy)-6-methyl-pyrimidin-2-yl]-phenyl}-piperidin-4-yl)-acetic acid ethyl ester C(C)OC(CC1CCN(CC1)C1=C(C=C(C=C1F)C1=NC(=CC(=N1)OCCCOC)C)F)=O